2-chloro-5-hydroxy-3-(5-methylthiazol-2-yl)benzoic acid methyl ester COC(C1=C(C(=CC(=C1)O)C=1SC(=CN1)C)Cl)=O